4-[2-(cyclopropoxy)ethyl-[4-(5,6,7,8-tetrahydro-1,8-naphthyridin-2-yl)butyl]amino]-2-[[2,5-dimethylpyrrolidine-1-carbonyl]amino]butanoic acid C1(CC1)OCCN(CCC(C(=O)O)NC(=O)N1C(CCC1C)C)CCCCC1=NC=2NCCCC2C=C1